4-(dimethoxymethyl)-1-(4-(3-methoxy-8-phenyl-6,7-dihydro-5H-benzo[7]annulen-9-yl)phenyl)piperidine COC(C1CCN(CC1)C1=CC=C(C=C1)C1=C(CCCC2=C1C=CC(=C2)OC)C2=CC=CC=C2)OC